Cl.ClC=1C=CC(=NC1)S[C@@H]1CNCC1 (S)-5-chloro-2-(pyrrolidin-3-ylthio)pyridine hydrochloride